5'-(2-((tert-butyldimethylsilyl)oxy)-7-azaspiro[3.5]nonan-7-yl)spiro[cyclohexane-1,3'-indolin]-2'-one [Si](C)(C)(C(C)(C)C)OC1CC2(C1)CCN(CC2)C=2C=C1C3(C(NC1=CC2)=O)CCCCC3